C(C)(C)(C)OC(N(CC)C=1C=C(C=C2C3=C(NC12)N=C(N=C3OC=3C=NC(=NC3)C)OC=3C=NC(=NC3)C)F)=O (6-fluoro-2,4-bis((2-methylpyrimidin-5-yl)oxy)-9H-pyrimido[4,5-b]indol-8-yl)(ethyl)carbamic acid tert-butyl ester